6-Bromo-1-(2,4-dimethoxybenzyl)-7-methoxy-1H-indazole BrC1=CC=C2C=NN(C2=C1OC)CC1=C(C=C(C=C1)OC)OC